bis{2-hydroxy-phenyl}propane OC1=C(C=CC=C1)C(C)(C)C1=C(C=CC=C1)O